FC=1C=C(C=CC1N1CCN(CC1)CC1(CCNCC1)O)NC1C(NC(CC1)=O)=O 3-((3-fluoro-4-(4-((4-hydroxypiperidin-4-yl)methyl)piperazin-1-yl)phenyl)amino)piperidine-2,6-dione